ClC1=C(C=CC=C1C1=C(C(=NC=C1)C1=CC(=C(C=C1)CN1C[C@@H](CC1)O)OC)Cl)C1=CC=C(C(=N1)OC)CN1C[C@@H](CC1)O (R)-1-((6-(2-chloro-3-(3-chloro-2-(4-(((R)-3-hydroxypyrrolidin-1-yl)methyl)-3-methoxyphenyl)pyridin-4-yl)phenyl)-2-methoxypyridin-3-yl)methyl)pyrrolidin-3-ol